4'-Cyclopropyl-5,6'-dimethoxy-[2,5'-bipyrimidine]-4-amine C1(CC1)C1=NC=NC(=C1C1=NC=C(C(=N1)N)OC)OC